3,4,5-trimethoxy-N-(3-piperidinyl)benzamide COC=1C=C(C(=O)NC2CNCCC2)C=C(C1OC)OC